2-[2-(2-hydroxy-5-ethyl-phenyl)-phenethyl]-N-methylpiperidine hydrochloride Cl.OC1=C(C=C(C=C1)CC)C1=C(CCC2N(CCCC2)C)C=CC=C1